(2S)-2-amino-1-(3-bromo-5-chloro-7-{[(thiophen-2-yl)methyl]amino}thieno[3,2-b]pyridin-2-yl)propan-1-ol N[C@H](C(O)C1=C(C2=NC(=CC(=C2S1)NCC=1SC=CC1)Cl)Br)C